O=C1NC(CCC1N1C(C2=CC=CC(=C2C1=O)CC=O)=O)=O 2-[2-(2,6-dioxo-3-piperidyl)-1,3-dioxo-isoindolin-4-yl]acetaldehyde